FC(C=1C=C(C=CC1)N1C=C(C=C(C1)C(=O)N)C=1C=NC=CC1)(F)F [3-(trifluoromethyl)phenyl]1,6-dihydro-3,3'-bipyridine-5-carboxamide